C12=C[C@H](CC[C@@H]1C2(C)C)C cis-carene